FC1([C@H](C1)C(=O)NC1=NC=C2C=C(C(=NC2=C1)N1N=CC=C1)C=1C=NC(=CC1C)[C@H](CC)O)F (1R)-2,2-difluoro-N-(3-{6-[(1S)-1-hydroxypropyl]-4-methylpyridin-3-yl}-2-(pyrazol-1-yl)-1,6-naphthyridin-7-yl)cyclopropane-1-carboxamide